COC(C#CCCCCCC(=O)OC)OC methyl 9,9-dimethoxy-7-nonynoate